1-PHENYLNAPHTHALENE C1(=CC=CC=C1)C1=CC=CC2=CC=CC=C12